S1C=NC=2C(=NC=CC21)C2CC(C2)O (1r,3r)-3-(thiazolo[4,5-c]pyridin-4-yl)cyclobutan-1-ol